NC1=NC=CC(=C1Cl)SC=1NC2=C(C=CC=C2C1)Cl ((2-amino-3-chloropyridin-4-yl)thio)-7-chloroindol